2-[2-(4-tolyl)-2-(2-hydroxy-5-methyl-phenyl)-ethyl]-N,N-dimethylpiperidinium bromide [Br-].C1(=CC=C(C=C1)C(CC1[N+](CCCC1)(C)C)C1=C(C=CC(=C1)C)O)C